1-((2R,4S,5R)-5-(chloromethyl)-4-hydroxy-5-(hydroxymethyl)tetrahydrofuran-2-yl)-5-methylpyrimidine-2,4(1H,3H)-dione ClC[C@]1([C@H](C[C@@H](O1)N1C(NC(C(=C1)C)=O)=O)O)CO